ONC(C1=CC=C(C=C1)CN1N=C(C=C1C=1C=C2C(N(C=NC2=CC1)C)=O)C1=CC(=CC=C1)OC)=O N-hydroxy-4-{[5-(3-methyl-4-oxo-3,4-dihydro-quinazolin-6-yl)-3-(3-methoxyphenyl)-1H-pyrazol-1-yl]methyl}benzamide